hydride ammonium salt [NH4+].[H-]